2,4,6-tricyclobutyl-1,3,5,2,4,6-triazatribismane C1(CCC1)[Bi]1N[Bi](N[Bi](N1)C1CCC1)C1CCC1